ClC=1C=C(C(=NC1)NC(=O)C1(CC1)C(F)(F)F)C(=O)N[C@@H](CCC(C)(F)F)C(C(=O)NC)=O 5-chloro-N-[(1S)-4,4-difluoro-1-[2-(methylamino)-2-oxo-acetyl]pentyl]-2-[[1-(trifluoromethyl)cyclopropanecarbonyl]amino]pyridine-3-carboxamide